C(C)(C)(C)OC(=O)N1C(C(C2=CC=CC=C12)(C)C)Br bromo-3,3-dimethylindoline-1-carboxylic acid tert-butyl ester